CN(C(OC1=CC(=CC=C1)N)=O)C m-aminophenyl N,N-dimethylcarbamate